diphenyliodonium 1,1,2,2,3,3,4,4,4-nonafluorobutane-1-sulfonate FC(C(C(C(F)(F)F)(F)F)(F)F)(S(=O)(=O)[O-])F.C1(=CC=CC=C1)[I+]C1=CC=CC=C1